C1(=CC=CC=C1)N1C2=C(OCC1)C=CC=C2 4-phenyl-3,4-dihydro-2H-benzo[b][1,4]oxazin